(R)-3-fluoropropane-1,2-diol FC[C@@H](CO)O